CC1=C(C(=CC(=C1)C)C)I 2,4,6-trimethyl-iodobenzene